tert-butyl 2-((3-((1-(3-methoxynaphthalen-1-yl)cyclopropyl)carbamoyl)-4-methylphenoxy)methyl)pyrrolidine-1-carboxylate COC=1C=C(C2=CC=CC=C2C1)C1(CC1)NC(=O)C=1C=C(OCC2N(CCC2)C(=O)OC(C)(C)C)C=CC1C